tert-butyl N-[3-chloro-2-(3-fluoro-6-methoxy-pyridine-2-carbonyl)-4-(trifluoromethyl)phenyl]carbamate ClC=1C(=C(C=CC1C(F)(F)F)NC(OC(C)(C)C)=O)C(=O)C1=NC(=CC=C1F)OC